C(C=C)(=O)NC=1C=CC(=C(C1)B(O)O)CN(C)C 5-Acrylamido-2-((dimethylamino)methyl)phenylboronic acid